(R)-1-(2-methylcyclohexyl)-1,2,3,6-tetrahydropyridin-3-ol CC1C(CCCC1)N1C[C@@H](C=CC1)O